N(C(=O)N)C=1NC=CC(N1)=O 2-ureido-4[1h]-pyrimidinone